Acrylic acid 3-{6-amino-5-[6-(4-methoxybenzyloxy)-3,4-dihydro-1H-isoquinolin-2-yl]pyridin-3-yloxy}phenylester NC1=C(C=C(C=N1)OC=1C=C(C=CC1)OC(C=C)=O)N1CC2=CC=C(C=C2CC1)OCC1=CC=C(C=C1)OC